2-Chlorobenzoimidazole ClC=1NC2=C(N1)C=CC=C2